C1(CC1)C1=NNC2=C1C(=NC=C2)C2=CC(=C(C=C2)S(=O)(=O)C)F 3-cyclopropyl-4-(3-fluoro-4-(methylsulfonyl)phenyl)-1H-pyrazolo[4,3-c]pyridine